ClC=1C=C(C=CC1C=1N(C2=NC=NC(=C2N1)OC1(CC1)C)CC1=CC=C(C=C1)C#N)CC(=O)N 2-(3-chloro-4-(9-(4-cyanobenzyl)-6-(1-methylcyclopropoxy)-9H-purin-8-yl)phenyl)acetamide